N-[1-(2-aminoethylsulfonyl)-4-piperidyl]-5-fluoro-4-(8-fluoro-4-isopropyl-2,3-dihydro-1,4-benzoxazin-6-yl)pyrimidin-2-amine NCCS(=O)(=O)N1CCC(CC1)NC1=NC=C(C(=N1)C=1C=C(C2=C(N(CCO2)C(C)C)C1)F)F